2-bromo-4-chloro-5-(trifluoromethyl)aniline BrC1=C(N)C=C(C(=C1)Cl)C(F)(F)F